1-(2'-chloro-3'-(2,6-dioxopiperidin-3-yl)-[1,1'-biphenyl]-4-yl)piperidine-2,6-dione ClC1=C(C=CC=C1C1C(NC(CC1)=O)=O)C1=CC=C(C=C1)N1C(CCCC1=O)=O